8-bromo-1,2,4,6-tetrahydro-5H-pyrano[3,4-c]quinolin-5-one BrC=1C=CC=2C3=C(C(NC2C1)=O)COCC3